C1C(C(OC1NC2=CC=CC=C2)CO)O 2-deoxy-N-phenylpentofuranosylamine